C(#N)C1=C(C=CC=C1)C=1OC2=C(C=C(C=C2C(C1)=O)C)[C@@H](C)NC1=C(C(=O)O)C=CC=C1 2-[[(1R)-1-[2-(2-Cyanophenyl)-6-methyl-4-oxo-chromen-8-yl]ethyl]amino]benzoic acid